ClC1=CC(=C(OCC=2C=NC=C(C#N)C2)C=C1OCC=1C(=C(C=CC1)C1=C(C(=CC=C1)OCCN1N=NC(=C1)C=O)C)C)C=O 5-((4-chloro-2-formyl-5-((3'-(2-(4-formyl-1H-1,2,3-triazole-1-yl)ethoxy)-2,2'-dimethyl-[1,1'-biphenyl]-3-yl)methoxy)phenoxy)methyl)nicotinonitrile